OC[C@H]1NCCC[C@H]1C(=O)N (2S,3R)-2-hydroxymethylpiperidine-3-carboxamide